2,2-difluoro-N-(4-(6-((R)-1-hydroxypropyl)-4-methylpyridin-3-yl)-2-(trifluoromethyl)imidazo[1,2-a][1,6]naphthyridin-8-yl)cyclopropane-1-carboxamide FC1(C(C1)C(=O)NC1=NC=C2C=C(C=3N(C2=C1)C=C(N3)C(F)(F)F)C=3C=NC(=CC3C)[C@@H](CC)O)F